2-(1-Cyanocyclopropyl)-3-fluoro-4-(trifluoromethyl)benzoic acid C(#N)C1(CC1)C1=C(C(=O)O)C=CC(=C1F)C(F)(F)F